1,3-bis(6-amino-2-Benzoxazolyl)benzene NC1=CC2=C(N=C(O2)C2=CC(=CC=C2)C=2OC3=C(N2)C=CC(=C3)N)C=C1